C1(CC1)C1(CNCN1)CCC(=O)N1C(C2=CC(=C(C=C2C1)Cl)Cl)C 5-cyclopropyl-5-(3-(5,6-dichloro-1-methyl-isoindolin-2-yl)-3-oxopropyl)imidazolidine